C1=CC=C2C=C3C(=CC2=C1)C=CC(=C3O)O anthracenediol